CC1=CC=C(C=C1)S(=O)(=O)N1C=CC=2C1=NC=C1C2N(C=N1)N1CC(=CC=C1)[N-]C(=O)OC(C)(C)C (1-(6-p-toluenesulfonyl-imidazo[4,5-d]pyrrolo[2,3-b]pyridine-1(6H)-yl)pyridine-3-yl)Boc-amide